C(C)(C)(C)OC(=O)NCC1=C(C(=NC(=C1)C1=CC=C(C=C1)C(C)(C)C)C)C(=O)OCC ethyl 4-[(tert-butoxycarbonylamino)methyl]-6-(4-tert-butylphenyl)-2-methyl-pyridine-3-carboxylate